C1(CC1)COC=1C(=NC=CC1)CN1C(C=2C=CC=NC2CC1)=O 6-((3-(cyclopropylmethoxy)pyridin-2-yl)methyl)-7,8-dihydro-1,6-naphthyridin-5(6H)-one